C1CCC12NCC[C@@H](C2)N2N=CC1=C(C2=O)C=CC(=N1)C=1C=C(C=2N(N1)C=C(N2)C)C 6-[(8S)-5-azaspiro[3.5]nonan-8-yl]-2-(2,8-dimethylimidazo[1,2-b]pyridazin-6-yl)pyrido[2,3-d]pyridazin-5-one